(benzophenanthrenyl)(naphthobenzofuranyl)anthracene C1(=C2C=3C=CC=CC3C3=C(C2=CC=C1)C=CC=C3)C3=C(C1=CC2=CC=CC=C2C=C1C=C3)C3=COC=1C3=CC=C3C1C=CC1=CC=CC=C13